C(#N)C(C(=O)O)=CC1=CC=C(C=C1)O alpha-cyano-4-hydroxy-cinnamic acid